[2-(5-methyl-2-furyl)-4-(4-chlorophenyl)-5,6-dimethyl-1-indenyl]zirconium CC1=CC=C(O1)C=1C(C2=CC(=C(C(=C2C1)C1=CC=C(C=C1)Cl)C)C)[Zr]